[Na+].NCCNC(C)S(=O)(=O)[O-] N-(2-aminoethyl)aminoethanesulfonic acid sodium salt